COC(C(CC(=O)OC)=CC1=C(C=CC=C1)OCC)=O 2-ethoxybenzylidenesuccinic acid dimethyl ester